4-fluoro-5-[(2-fluoro-4-iodophenyl)amino]-1-methyl-1H-benzimidazole-6-carboxylic acid FC1=C(C(=CC=2N(C=NC21)C)C(=O)O)NC2=C(C=C(C=C2)I)F